4-Methyl-6-(3-(4-methylpiperazin-1-yl)prop-1-yn-1-yl)pyridin-2-amine CC1=CC(=NC(=C1)C#CCN1CCN(CC1)C)N